NC=1SC2=C(N1)C=CC(=C2)N(C(=O)NC2=CC=C(C=C2)Cl)CCN2CCOCC2 1-(2-aminobenzo[d]thiazol-6-yl)-1-[2-(4-morpholinyl)ethyl]-3-(4-chlorophenyl)urea